C12(CC3CC(CC(C1)C3)C2)CCCCCCCCNC(=O)C2=NN(C(=C2C)C2=CC=C(C=C2)Cl)C2=C(C=C(C=C2)Cl)Cl N-(8-((3r,5r,7r)-adamantan-1-yl)octyl)-5-(4-chlorophenyl)-1-(2,4-dichlorophenyl)-4-methyl-1H-pyrazole-3-carboxamide